C(#C)[C@@H]1C[C@@]2(CN1C([C@H](CC(C)(C)F)NC(=O)C1=CC=3C(=NC=CC3)N1)=O)C(NC1=CC=CC=C12)=O N-((S)-1-((3R,5'S)-5'-ethynyl-2-oxospiro[indoline-3,3'-pyrrolidin]-1'-yl)-4-fluoro-4-methyl-1-oxopentan-2-yl)-1H-pyrrolo[2,3-b]pyridine-2-carboxamide